C(C)(C)(C)OC(=O)N1[C@H]([C@]2(CC=CC(N2)=O)CCC1)CO[C@@H]1CC[C@@H](CC1)C1=CC=CC=C1 |o1:8,9| tert-butyl-rel-(6R,7R)-2-oxo-7-({[(CIS)-4-phenylcyclohexyl]oxy}methyl)-1,8-diazaspiro[5.5]undec-3-ene-8-carboxylate